dimethylsilylbis(4,5,6,7-tetrahydroinden-1-yl)zirconium dichloride [Cl-].[Cl-].C[SiH](C)[Zr+2](C1C=CC=2CCCCC12)C1C=CC=2CCCCC12